1-(3-(1,3-dimethyl-1H-pyrazol-4-yl)isoquinolin-8-yl)-N-methyl-3-(tetrahydro-2H-pyran-4-yl)-5,6-dihydroimidazo[1,5-a]pyrazine-7(8H)-carboxamide CN1N=C(C(=C1)C=1N=CC2=C(C=CC=C2C1)C=1N=C(N2C1CN(CC2)C(=O)NC)C2CCOCC2)C